C(CC)(=O)C1=C(C(=O)NC=2C=CC3=C(C(=CO3)C3=CCN4CCCC4C3)C2)C=CC=C1 5-(2-(propanoyl)benzoyl)amino-3-(1,2,3,4,5,8-hexahydroindolizin-7-yl)-benzofuran